sodium (S)-3-(biphenyl-3-yl)-3-(3-(1,5-dimethyl-4-oxido-2-oxo-1,2-dihydropyridin-3-yl) ureido)propanoate C1(=CC(=CC=C1)[C@H](CC(=O)[O-])NC(=O)NC=1C(N(C=C(C1[O-])C)C)=O)C1=CC=CC=C1.[Na+].[Na+]